CC1=CC=C(C=C1)S(=O)(=O)OC[C@@H]1[C@@H]([C@@H]2[C@@H](OC(O2)(C)C)O1)N1CC2=CC=CC=C2CC1 ((3aR,5S,6S,6aR)-6-(3,4-dihydroisoquinolin-2(1H)-yl)-2,2-dimethyltetrahydrofuro[2,3-d][1,3]dioxol-5-yl)methyl 4-methylbenzenesulfonate